N-(tert-butoxycarbonyl)-4-methyl-L-leucine C(C)(C)(C)OC(=O)N[C@@H](CC(C)(C)C)C(=O)O